4-{[(6-chloropyrid-3-yl)methyl](2,3-difluorobenzyl)amino}furan-2(5H)-one ClC1=CC=C(C=N1)CN(C1=CC(OC1)=O)CC1=C(C(=CC=C1)F)F